2-(2-fluorophenyl)-5-(8-methoxy-1,2,3,4-tetrahydronaphthalen-2-yl)-4,5,6,7-tetrahydro-3H-imidazo[4,5-c]pyridine, trifluoroacetic acid salt FC(C(=O)O)(F)F.FC1=C(C=CC=C1)C1=NC2=C(CN(CC2)C2CC3=C(C=CC=C3CC2)OC)N1